((3-(2-Oxo-3-phenylpyrrolidin-1-yl)-5-(trifluoromethyl)phenyl)carbamoyl)(3-((1S,4S)-4-(((2,2,2-trifluoroethyl)amino)methyl)-cyclohexyl)-1,2,3-oxadiazol-3-ium-5-yl)amide O=C1N(CCC1C1=CC=CC=C1)C=1C=C(C=C(C1)C(F)(F)F)NC(=O)[N-]C1=C[N+](=NO1)C1CCC(CC1)CNCC(F)(F)F